(3-(2-(6-(Difluoromethyl)imidazo[1,2-a]pyrazin-3-yl)pyrimidin-4-yl)phenyl)(imino)(methyl)-λ6-sulfanone FC(C=1N=CC=2N(C1)C(=CN2)C2=NC=CC(=N2)C=2C=C(C=CC2)S(=O)(C)=N)F